FC1=CC(=C(OC2=NC=C(C=C2C(=O)N)C(F)(F)F)C=C1)C 2-(4-fluoro-2-methyl-phenoxy)-5-(trifluoromethyl)pyridine-3-carboxamide